2-SULFANYL-1H-IMIDAZOLE-4-CARBOXYLIC ACID SC=1NC=C(N1)C(=O)O